5-chloro-N-((R)-1-(2,4-dichlorophenyl)ethyl)-6-methyl-2-(3-(piperidin-2-yl)pyrrolidin-1-yl)pyrimidin-4-amine ClC=1C(=NC(=NC1C)N1CC(CC1)C1NCCCC1)N[C@H](C)C1=C(C=C(C=C1)Cl)Cl